CN(C([C@H]([C@@H](C)C1=CN(C2=CC=CC=C12)S(=O)(C1=CC=C(C=C1)C)([O])C)NC1=CC=CC=C1)=O)C (2S,3S)-N,N-Dimethyl-3-(1-(methyl-(λ1-oxidaneyl)-(p-tolyl)sulfinyl)-1H-indol-3-yl)-2-(phenylamino)butanamide